CN(C1=CC=C(C=C1)/C=C/C(C)=C=O)C (E)-4-(4'-dimethylaminophenyl)-2-carbonyl-3-butene